2-(methoxymethyl)-2-methyl-3-(methylsulfanyl)-7-(benzenesulfonyl)-2,7-dihydro-1H-pyrrolo[3',2':5,6]pyrido[3,4-b]pyrazine COCC1(NC2=C(N=C1SC)C=NC1=C2C=CN1S(=O)(=O)C1=CC=CC=C1)C